2-(4-((4-amino-7-isopropyl-5-(4-phenoxyphenyl)-7H-pyrrolo[2,3-d]pyrimidin-6-yl)ethynyl)piperidin-1-yl)propanamide NC=1C2=C(N=CN1)N(C(=C2C2=CC=C(C=C2)OC2=CC=CC=C2)C#CC2CCN(CC2)C(C(=O)N)C)C(C)C